ClC1=NC(=CC2=C1CNC2=O)N2C(CCC2)(C)C 4-chloro-6-(2,2-dimethylpyrrolidin-1-yl)-2,3-dihydro-1H-pyrrolo[3,4-c]pyridin-1-one